2-(6-fluoro-1H-indol-2-yl)-1-(3-methylazetidin-1-yl)ethan-1-one FC1=CC=C2C=C(NC2=C1)CC(=O)N1CC(C1)C